4-[3-(3,4-dihydro-1H-isoquinolin-2-yl)-2-hydroxy-propyl]-2,3-dihydro-1,4-benzoxazepine-5-on C1N(CCC2=CC=CC=C12)CC(CN1CCOC2=C(C1=O)C=CC=C2)O